diethoxymethyl-(3-(oxiranylmethoxy)propyl)silane C(C)OC(OCC)[SiH2]CCCOCC1OC1